OC1=CC=C2NC=C(C[13CH2]N)C2=C1 5-hydroxytryptamine-13C